N-(3-(3-(4,4-Difluorocyclohexyl)-4-oxo-3,4-dihydrophthalazin-1-yl)phenyl)ethanesulfonamide FC1(CCC(CC1)N1N=C(C2=CC=CC=C2C1=O)C=1C=C(C=CC1)NS(=O)(=O)CC)F